CC(C)(C)N (1,1-dimethylethyl)ammonia